4-bromo-2-chloro-1-(methylsulfonyl)benzene BrC1=CC(=C(C=C1)S(=O)(=O)C)Cl